COC1CSCCC1 3-methoxytetrahydro-2H-thiopyran